O1CCOC2=C1C=CC(=C2)C(=O)N2CCC(CC2)OC2=CC=CC=C2 1-(2,3-dihydro-1,4-benzodioxine-6-carbonyl)-4-phenoxypiperidine